C(CC1=CC=CC=C1)N1CCCC1 1-phenethylpyrrolidin